ClC=1C(=C(C=CC1)NC1=NC=CC2=C(C(=CC=C12)C)NC(=O)C=1C=CC(=C2C(=NC=NC12)NCC1=C(C=C(C=C1)OC)OC)F)F N-(1-((3-chloro-2-fluorophenyl)amino)-6-methylisoquinolin-5-yl)-4-((2,4-dimethoxybenzyl)amino)-5-fluoroquinazoline-8-carboxamide